8-oxo-8,9-dihydro-7H-purine O=C1NC2=NC=NC=C2N1